2-(2-Chlorophenyl)tetrahydrofuran ClC1=C(C=CC=C1)C1OCCC1